3-(Pyridin-2-ylsulfanyl)isonicotinic acid N1=C(C=CC=C1)SC1=C(C(=O)O)C=CN=C1